tert-butyl 2-methyl-4-(2-tetrahydropyran-4-yl-3H-imidazo[4,5-b]pyridin-7-yl)-3,6-dihydro-2H-pyridine-1-carboxylate CC1N(CC=C(C1)C1=C2C(=NC=C1)NC(=N2)C2CCOCC2)C(=O)OC(C)(C)C